2-(2-(2,6-Dimethylpyridin-4-yl)-3-isopropyl-1H-indol-5-yl)-4-isopropylmorpholin CC1=NC(=CC(=C1)C=1NC2=CC=C(C=C2C1C(C)C)C1CN(CCO1)C(C)C)C